C(#N)C1=CC=C(C=C1)C(C)(CCCC)C1=CC=C(C=C1)C#N 2,2-bis(4-cyanophenyl)hexane